NC(CC(=O)O)C(NC(C(=O)OC)CCCCC)=O 3-amino-3-[(1-methoxy-1-oxoheptan-2-yl)carbamoyl]propionic acid